5-bromo-6-methyl-N,N-diphenyl-3-(1H-pyrazol-1-yl)pyridin-2-amine BrC=1C=C(C(=NC1C)N(C1=CC=CC=C1)C1=CC=CC=C1)N1N=CC=C1